bis-(4-hydroxyphenyl) ether OC1=CC=C(C=C1)OC1=CC=C(C=C1)O